C12(CC3CC(CC(C1)C3)C2)NCCSCCNC2=C3C(N(C(=NC3=CC=C2)C)C2C(NC(CC2)=O)=O)=O 3-(5-((2-((2-(((1s,3s)-adamantan-1-yl)amino)ethyl)thio)ethyl)amino)-2-methyl-4-oxoquinazolin-3(4H)-yl)piperidine-2,6-dione